((3aR,5S,6aR)-2,2-dimethyl-6-methylenetetrahydrofurano[2,3-d][1,3]dioxol-5-yl)benzoic acid methyl ester COC(C1=C(C=CC=C1)[C@H]1C([C@@H]2[C@@H](OC(O2)(C)C)O1)=C)=O